FC1=C(C=CC(=C1C(=C)F)F)NC(C1=CC=CC=C1)=O N-(2,4-difluoro-3-(1-fluorovinyl)phenyl)benzamide